FC1=NC=C(C=C1N1CCOC2(COC2)C1C)F 8-(2,5-Difluoropyridin-3-yl)-9-methyl-2,5-dioxa-8-azaspiro[3.5]nonane